4-(3-methoxy-3-methylbut-1-yn-1-yl)-6-oxo-1,6-dihydropyrimidin COC(C#CC=1N=CNC(C1)=O)(C)C